2-(4-biphenylyl)phenylboronic acid C1(=CC=C(C=C1)C1=C(C=CC=C1)B(O)O)C1=CC=CC=C1